Oct-6-ene-3-carboxylic acid tert-butyl ester C(C)(C)(C)OC(=O)C(CC)CCC=CC